(M)-3-bromo-4-((3-fluoropyridin-2-yl)methoxy)-2'-(2-(2-hydroxypropan-2-yl)-5-methylpyrimidin-4-yl)-5',6-dimethyl-2H-[1,4'-bipyridin]-2-one BrC=1C(N(C(=CC1OCC1=NC=CC=C1F)C)C1=CC(=NC=C1C)C1=NC(=NC=C1C)C(C)(C)O)=O